[2,4-dihydroxy-6-(1-phenylethoxy)phenyl]-isoindolin-2-yl-methanone OC1=C(C(=CC(=C1)O)OC(C)C1=CC=CC=C1)C(=O)N1CC2=CC=CC=C2C1